P(F)(F)OC(COC(C=C)C)COCC#C 1-(1-methylallyloxy)-3-(propargyloxy)-2-propanol difluorophosphite